FCCC1=CC(=C(C=C1OC)CC(CC)NC(OC(C)(C)C)=O)OC tert-butyl (1-(4-(2-fluoroethyl)-2,5-dimethoxyphenyl)butan-2-yl)carbamate